ClC=1C=C(C=CC1C(F)(F)F)NC(=O)NC1=CC(=C(C=C1)F)C(=O)C=1C=C2N=C(C=NC2=CC1)C#N 1-(3-chloro-4-(trifluoromethyl)phenyl)-3-(3-(3-cyanoquinoxaline-6-carbonyl)-4-fluorophenyl)urea